C(C1=CC=CC=C1)N1C(SCCCC1)=N 3-Benzyl-1,3-thiazepan-2-imine